C(C)(C)C1=C(NC2=CC=C(C=C12)C1CC(C1)N(C)C)C=1C=C(C=2N(C1)N=CN2)OC 3-(3-Isopropyl-2-(8-methoxy-[1,2,4]triazolo[1,5-a]pyridin-6-yl)-1H-indol-5-yl)-N,N-dimethylcyclobutan-1-amin